(2,4-dimethoxybenzyl)cyclopentane-1-carboxamide COC1=C(CC2(CCCC2)C(=O)N)C=CC(=C1)OC